F[C@H]1CN(C[C@@H]1F)C1=NC(=NC=C1C(F)(F)F)NC1=C(C=C(C=C1)N1CC(CCC1)O)C(C)=O 1-[2-({4-[(3S,4S)-3,4-difluoropyrrolidin-1-yl]-5-(trifluoromethyl)pyrimidin-2-yl}amino)-5-(3-hydroxypiperidin-1-yl)phenyl]ethan-1-one